C(C)OC(=O)C=1N(C2=CC=C(C=C2C1)C1CCOCC1)C1(CC1)C(=O)O 1-(2-(ethoxycarbonyl)-5-(tetrahydro-2H-pyran-4-yl)-1H-indol-1-yl)cyclopropane-1-carboxylic acid